2-methoxy-4-methylthiophene-3-carboxylic acid COC=1SC=C(C1C(=O)O)C